FC=1C=CC(=C(CSC2=NN=C3N2C(=CC(N3)=O)CCC)C1)OC 3-[(5-fluoro-2-methoxybenzyl)sulfanyl]-5-propyl-[1,2,4]triazolo[4,3-a]pyrimidin-7(8H)-one